CC(CC1=CC=CC=C1)=C (2-methylallyl)benzene